3-(5-(((2-(4-(1,2-diphenylbut-1-en-1-yl)phenoxy)ethyl)(methyl)amino)methyl)-1-Oxoisoindolin-2-yl)piperidine-2,6-dione C1(=CC=CC=C1)C(=C(CC)C1=CC=CC=C1)C1=CC=C(OCCN(C)CC=2C=C3CN(C(C3=CC2)=O)C2C(NC(CC2)=O)=O)C=C1